FC(CN1C(=NC=2C1=NC(=CN2)C2=CNC=1N=C(N=CC12)NC1C[C@@H]2[C@@H](CN(C2)C(C)=O)C1)C)F 1-((3aR,5r,6aS)-5-((5-(1-(2,2-difluoroethyl)-2-methyl-1H-imidazo[4,5-b]pyrazin-6-yl)-7H-pyrrolo[2,3-d]pyrimidin-2-yl)amino)hexahydrocyclopenta[c]pyrrol-2(1H)-yl)ethan-1-one